(2-Chloropyridin-4-yl)methylamine hydrochloride Cl.ClC1=NC=CC(=C1)CN